CN(C1=CC=C(C=C1)NC(=O)N1CC(CCC1)C1=NC(=C2N1C=CC=C2)C2=CC(=CC=C2)OC)C N-(4-(dimethylamino)phenyl)-3-(1-(3-methoxyphenyl)imidazo[1,5-a]pyridin-3-yl)piperidine-1-carboxamide